NC=1C=CC(=C(C1)OCC=1C=C(C=CC1)C#N)C=O 3-{[(5-amino-2-formylphenyl)oxy]methyl}benzene-1-carbonitrile